2,2-bis-[4-(2-hydroxy-3-methacryloyloxypropoxy)phenyl]propane OC(COC1=CC=C(C=C1)C(C)(C)C1=CC=C(C=C1)OCC(COC(C(=C)C)=O)O)COC(C(=C)C)=O